ClC=1C(=C(C(=CC1)N1N=NN=C1)C=CC(=O)N1C(C2=CC=CC(=C2CC1)N1C(CN(CC1)C)=O)C(=O)N(C)C1=C(C(=O)O)C=CC=C1)F (2-(3-(3-chloro-2-fluoro-6-(1H-tetrazol-1-yl)phenyl)acryloyl)-N-methyl-5-(4-methyl-2-oxopiperazin-1-yl)-1,2,3,4-tetrahydroisoquinoline-1-carboxamido)benzoic acid